CC(=O)N[C@@H]1[C@H]([C@@H]([C@H](O[C@H]1OC[C@@H]2[C@H]([C@@H]([C@@H]([C@H](O2)OC[C@@H]3[C@H]([C@@H]([C@@H]([C@@H](O3)O[C@@H]4[C@H](O[C@H]([C@@H]([C@H]4O)NC(=O)C)O[C@@H]5[C@H](OC([C@@H]([C@H]5O)NC(=O)C)O)CO)CO)O)O[C@@H]6[C@H]([C@H]([C@@H]([C@H](O6)CO)O[C@H]7[C@@H]([C@H]([C@@H]([C@H](O7)CO)O)O)NC(=O)C)O)O[C@H]8[C@@H]([C@H]([C@@H]([C@H](O8)CO)O)O)NC(=O)C)O[C@H]9[C@@H]([C@H]([C@@H]([C@H](O9)CO)O)O)NC(=O)C)O[C@H]1[C@@H]([C@H]([C@@H]([C@H](O1)CO)O)O)NC(=O)C)O)O)CO)O)O The molecule is an amino decasaccharide consisting of a tetrasaccharide chain of N-acetyl-beta-D-glucosamine, beta-D-mannose, N-acetyl-beta-D-glucosamine and N-acetyl-D-glucosamine residues, all linked sequentially (1->4), to the beta-D-mannose residue of which are also linked N-acetyl-beta-D-glucosaminyl-(1->6)-[N-acetyl-beta-D-glucosaminyl-(1->2)]-alpha-D-mannosyl and N-acetyl-beta-D-glucosaminyl-(1->4)-[N-acetyl-beta-D-glucosaminyl-(1->2)]-alpha-D-mannosyl units via (1->6) and (1->3) linkages respectively. It is a glucosamine oligosaccharide and an amino decasaccharide.